(S)-5-chloro-2-fluoro-4-(1-(4-fluorophenyl)ethylamino)-N-(thiazol-2-yl)benzenesulfonamide ClC=1C(=CC(=C(C1)S(=O)(=O)NC=1SC=CN1)F)N[C@@H](C)C1=CC=C(C=C1)F